7-(indolin-1-yl)thiazolo[5,4-d]pyrimidine-2-carboxylic acid ethyl ester C(C)OC(=O)C=1SC=2N=CN=C(C2N1)N1CCC2=CC=CC=C12